N=1N=N[CH-]C(C1)=O triazinidone